ClC1=C(C(=O)NCC(=O)N[C@@H](CC(C)C)B2OC([C@H]([C@@H](O2)C(=O)OC)O)=O)C=C(C=C1)Cl methyl (4R,5S)-2-((R)-1-(2-(2,5-dichlorobenzamido) acetamido)-3-methylbutyl)-5-hydroxy-6-oxo-1,3,2-dioxaborinane-4-carboxylate